NC1=C(C=C(C(=C1F)F)F)B1OC(C)(C)C(C)(C)O1 (2-amino-3,4,5-trifluorophenyl)boronic acid pinacol ester